((6-Chloro-4-((2-methoxy-3-(1-methyl-1H-1,2,4-triazol-3-yl)phenyl)amino)pyridazine-3-carbonyl)oxy)zinc ClC1=CC(=C(N=N1)C(=O)O[Zn])NC1=C(C(=CC=C1)C1=NN(C=N1)C)OC